CC(C)(C1=CC(=C(C(=C1)C1=CC=CC=2SC3=CC=CC=C3SC12)OCCO)C1=CC=CC=2SC3=CC=CC=C3SC12)C1=CC(=C(C(=C1)C1=CC=CC=2SC3=CC=CC=C3SC12)OCCO)C1=CC=CC=2SC3=CC=CC=C3SC12 2,2'-(propane-2,2-diylbis{[2,6-bis(thianthrene-1-yl)-4,1-phenylene]oxy})bis(ethan-1-ol)